(aminoethylamino)-isobutylbis-methylmethoxysilane NCCNCO[Si](C)(C)CC(C)C